2-chloro-4-((2-fluoro-5-chlorobenzyl)amino)pyrimidin-5-carboxamide ClC1=NC=C(C(=N1)NCC1=C(C=CC(=C1)Cl)F)C(=O)N